4-Hydroxy-2-(methylamino)-N-(4-methyl-3-{[(1-methyl-1H-imidazol-5-yl)carbonyl]amino}phenyl)pyrimidine-5-carboxamide OC1=NC(=NC=C1C(=O)NC1=CC(=C(C=C1)C)NC(=O)C1=CN=CN1C)NC